5-(3,5-dimethylphenyl)-1-isopropyl-3,3,5,7-tetramethyloctahydrobenzo[c]isoxazole CC=1C=C(C=C(C1)C)C1(CC2C(N(OC2(C)C)C(C)C)C(C1)C)C